3-[4-(bromomethyl)-2-fluorophenyl]-5-(chlorodifluoromethyl)-1,2,4-oxadiazole BrCC1=CC(=C(C=C1)C1=NOC(=N1)C(F)(F)Cl)F